((6-methylcoumarin-4-yl)oxy)-N-hydroxyheptanamide CC=1C=C2C(=CC(OC2=CC1)=O)OC(C(=O)NO)CCCCC